BrC1=CC2=C(N(C(=N2)C(C)C2=CC=C(C=C2)CC(C)C)CC2=C(C=CC=C2)Cl)C=C1 5-bromo-1-(2-chlorobenzyl)-2-(1-(4-isobutylphenyl)ethyl)-1H-benzo[d]imidazole